5-ethylnaphthalen-2-ol 2,2,2-triFluoroacetate FC(C(=O)O)(F)F.C(C)C1=C2C=CC(=CC2=CC=C1)O